ClC=1C=C(C=C2C(=C(C=NC12)C#N)NCC(C)(C)C)N[C@H](C=1N=NN(C1)C1(CC1)C(=O)N)C1=C2C=CN=CC2=CC=C1 (S)-1-(4-(((8-chloro-3-cyano-4-(neopentylamino)quinolin-6-yl)amino)(isoquinolin-5-yl)methyl)-1H-1,2,3-triazol-1-yl)cyclopropane-1-carboxamide